3-(5-((7-((4'-chloro-5,5-dimethyl-3,4,5,6-tetrahydro-[1,1'-biphenyl]-2-yl)methyl)-7-azaspiro[3.5]nonan-2-yl)oxy)-1-oxoisoindolin-2-yl)piperidine-2,6-dione ClC1=CC=C(C=C1)C1=C(CCC(C1)(C)C)CN1CCC2(CC(C2)OC=2C=C3CN(C(C3=CC2)=O)C2C(NC(CC2)=O)=O)CC1